boron biscatechol C=1(O)C(O)=CC=CC1.C=1(O)C(O)=CC=CC1.[B]